C(C)(C)(C)OC(=O)N1C2CN(CC1CC2)C2=CC(=C(C=C2)[N+](=O)[O-])O.CN2C(OC1=C2C=CC(=C1)N1CC2CCC(C1)N2C(=O)NCCCCC2=CC=CC=C2)=O 3-(3-Methyl-2-oxo-1,3-benzoxazol-6-yl)-N-(4-phenylbutyl)-3,8-diazabicyclo[3.2.1]octane-8-carboxamide tert-Butyl-3-(3-hydroxy-4-nitrophenyl)-3,8-diazabicyclo[3.2.1]octane-8-carboxylate